O1CCN(CC1)C[C@@H]1[C@H](C1)C(=O)OCC ethyl (1S,2S)-2-(morpholinomethyl)cyclopropane-1-carboxylate